ClC=1C(=NC(=NC1)NC1=CC(=C(C(=O)NOCC(C)C)C=C1OC)F)NC1=C(C=CC=C1)I 4-((5-chloro-4-((2-iodophenyl)amino)pyrimidin-2-yl)amino)-2-fluoro-N-isobutoxy-5-methoxybenzamide